C(C)(C)(CC)OOC(C)(CCC(C)(C)OOC(C)(C)CC)C 2,5-di(tert-amylperoxy)-2,5-dimethylhexane